1-Tosyl-4-(trifluoromethyl)-1H-pyrrolo[2,3-b]pyridine S(=O)(=O)(C1=CC=C(C)C=C1)N1C=CC=2C1=NC=CC2C(F)(F)F